C(C)(C)(C)C1=CC=C(C(=N1)S(=O)(=O)NC(=O)C1=NC2=C(C=CC(=C2C=C1)N1N=CC(=C1)NC(OC(C)(C)C)=O)C)OC tert-butyl (1-(2-(((6-(tert-butyl)-3-methoxypyridin-2-yl)sulfonyl)carbamoyl)-8-methylquinolin-5-yl)-1H-pyrazol-4-yl)carbamate